zinc 2-ethyl-1-hexanoate C(C)C(C(=O)[O-])CCCC.[Zn+2].C(C)C(C(=O)[O-])CCCC